4-(bromomethyl)-5-chloro-3-fluoro-2-methylpyridine BrCC1=C(C(=NC=C1Cl)C)F